7-fluoro-2-methyl-[1,2,4]triazolo[1,5-a]pyridin-6-amine FC1=CC=2N(C=C1N)N=C(N2)C